C[C@H]([C@H](CC(=O)O)NC(C[C@H]1N(C(CC1)=O)CC1=CC(=CC=C1)C)=O)CC (2S,3S)-3-methyl-2-[[2-[(2S)-1-[(3-methylphenyl)methyl]-5-oxopyrrolidin-2-yl]acetyl]amino]pentanecarboxylic acid